5-{2-amino-[1,2,4]triazolo[1,5-a]pyridin-7-yl}-N-{[3-(cyclopentyloxy)pyridin-2-yl]methyl}-2-methylpyridine-3-carboxamide NC1=NN2C(C=C(C=C2)C=2C=C(C(=NC2)C)C(=O)NCC2=NC=CC=C2OC2CCCC2)=N1